2-chloro-N-[3-fluoro-5-(2-phenylethynyl)-2-pyridyl]-5-[[(1S,2S)-2-methylcyclopropane-carbonyl]amino]benzamide ClC1=C(C(=O)NC2=NC=C(C=C2F)C#CC2=CC=CC=C2)C=C(C=C1)NC(=O)[C@@H]1[C@H](C1)C